N-(β-aminoethyl)aminopropylmethyldimethoxysilane NCCNCCC[Si](OC)(OC)C